2-(tert-butyl) 3-methyl (S)-7-hydroxy-3,4-dihydroisoquinoline-2,3(1H)-dicarboxylate OC1=CC=C2C[C@H](N(CC2=C1)C(=O)OC(C)(C)C)C(=O)OC